1-spiro[3.3]Hept-2-yl-3-[(R)-1-(3-trifluoromethyl-phenyl)-ethyl]Urea C1C(CC12CCC2)NC(=O)N[C@H](C)C2=CC(=CC=C2)C(F)(F)F